N-hydroxyheptylsuccinimide 2-cyclohexyl-acrylate C1(CCCCC1)C(C(=O)O)=C.OCCCCCCCN1C(CCC1=O)=O